Glycyl-L-Alanine NCC(=O)N[C@@H](C)C(=O)O